2-(6-((4-(5-bromopyridin-2-yl)-1H-1,2,3-triazol-1-yl)methyl)pyridin-3-yl)-5-(difluoromethyl)-1,3,4-oxadiazole BrC=1C=CC(=NC1)C=1N=NN(C1)CC1=CC=C(C=N1)C=1OC(=NN1)C(F)F